(2S)-N-(3-{2-[(3-methoxy-1-methyl-1H-pyrazol-4-yl)amino]-5-methylpyrimidin-4-yl}-1H-indol-7-yl)-2-(4-methylpiperazin-1-yl)butanamide COC1=NN(C=C1NC1=NC=C(C(=N1)C1=CNC2=C(C=CC=C12)NC([C@H](CC)N1CCN(CC1)C)=O)C)C